4-(2-(3,5-dimethoxyphenoxy)pyridin-3-yl)-6-methoxypyrimidine COC=1C=C(OC2=NC=CC=C2C2=NC=NC(=C2)OC)C=C(C1)OC